2-(3-aminophenyl)-1H-benzo[d]imidazol-6-amine NC=1C=C(C=CC1)C1=NC2=C(N1)C=C(C=C2)N